C(C)OC(=O)C1(CSCC1CC(=O)OCC)N1C2=NC=NC=C2N=C1 (Rac)-ethyl-4-(2-ethoxy-2-oxoethyl)-3-(9H-purin-9-yl)tetrahydrothiophene-3-carboxylate